N1=C(C=CC=C1)C(=O)[O-] pyridine-2-carboxylate